2-(5-chloro-2-(difluoromethoxy)phenyl)-4,4,5,5-tetramethyl-1,3,2-dioxaborolane ClC=1C=CC(=C(C1)B1OC(C(O1)(C)C)(C)C)OC(F)F